terphenyl phosphate P(=O)(O)(O)O.C1(=CC=CC=C1)C=1C(=CC=CC1)C1=CC=CC=C1